N-[1-[4-[(2,6-dioxopiperidin-3-yl)amino]-2-fluorophenyl]piperidin-4-yl]-7-azaspiro[3.5]nonane-7-carboxamide O=C1NC(CCC1NC1=CC(=C(C=C1)N1CCC(CC1)NC(=O)N1CCC2(CCC2)CC1)F)=O